[O-2].[Ca+2].[Mg+2].[O-2] Magnesium-Calcium-Oxid